methyl 4-(Chloro sulfonyl)-3-methoxybenzoate ClS(=O)(=O)C1=C(C=C(C(=O)OC)C=C1)OC